(R)-5-Chloro-1-methyl-N-(1-methylpiperidin-3-yl)-1,2,3,4-tetrahydropyrido[2,3-d]pyridazin-8-amine ClC1=C2C(=C(N=N1)N[C@H]1CN(CCC1)C)N(CCC2)C